BrC1=NC(=CC2=C1N=C(N(C2=O)C)C2CCCC2)Cl 8-bromo-6-chloro-2-cyclopentyl-3-methyl-pyrido[3,4-d]pyrimidin-4-one